ClC1=C(N=CC=2N\C(\C(\N=C(/C21)\C2=C(C=CC=C2F)F)C)=N\C2C(CCC2)O)C(F)(F)F 2-[(E,Z)-[6-chloro-5-(2,6-difluorophenyl)-3-methyl-7-(trifluoromethyl)-1,3-dihydropyrido[3,4-e][1,4]diazepin-2-ylidene]amino]cyclopentanol